11-(ferrocenyl)undecanethiol [C-]1(C=CC=C1)CCCCCCCCCCCS.[CH-]1C=CC=C1.[Fe+2]